1-naphthalenic amide C1(=CC=CC2=CC=CC=C12)C(=O)N